CN(C/C=C/C(=O)N1CCC1)C 1-((E)-4-(dimethylamino)but-2-enoyl)azetidine